5-androstene-3,17-dione C[C@@]12C(CC[C@H]1[C@@H]1CC=C3CC(CC[C@]3(C)[C@H]1CC2)=O)=O